C(CCCCCCCCCCCCCCC)(=O)[N+](C)(CCO)CCC(=O)O Palmitoyl-Carboxyethyl-Hydroxyethyl-Methylammonium